8-bromo-2-methyl-6-morpholinopyrido[4,3-d]pyrimidine-4,7(3H,6H)-dione BrC=1C(N(C=C2C1N=C(NC2=O)C)N2CCOCC2)=O